C1(CCC1)C(C1CCC1)NC1=C2N=CN(C2=NC(=N1)I)[C@H]1[C@@H]([C@@H]([C@@]2(C[C@H]12)CO)O)O (1R,2R,3S,4R,5S)-4-(6-((Dicyclobutylmethyl)amino)-2-iodo-9H-purin-9-yl)-1-(hydroxymethyl)bicyclo[3.1.0]hexane-2,3-diol